phenyl-3-(p-methoxystyryl)-5-(p-dimethylaminophenyl)pyrazoline C1(=CC=CC=C1)N1NC(=CC1C1=CC=C(C=C1)N(C)C)C=CC1=CC=C(C=C1)OC